Ferrocenyl-phosphine [C-]1(C=CC=C1)P.[CH-]1C=CC=C1.[Fe+2]